C1(=CC=CC=C1)C1=NC=2N(C(=C1)C1=NC=CC=C1)N=C(C2)C(=O)O 5-phenyl-7-(pyridin-2-yl)pyrazolo[1,5-a]pyrimidine-2-carboxylic acid